ClC=1C(=C2C=NNC2=C(C1F)N(C(C)=O)C)C1=CC=2N(C=C1)N=C(C2)NC(=O)C2C(C2)F N-(5-(5-chloro-6-fluoro-7-(N-methylacetamido)-1H-indazol-4-yl)pyrazolo[1,5-a]pyridin-2-yl)-2-fluorocyclopropane-1-carboxamide